1-methyl-2,5-naphthyridine-carbonitrile CC1(NC=CC2=NC=CC=C12)C#N